sulfuric acid scandium [Sc].S(O)(O)(=O)=O